methyl 2-{5-[(1S)-1-aminoethyl]-3-cyclopropyl-1H-1,2,4-triazol-1-yl}-1,3-thiazole-5-carboxylate hydrochloride Cl.N[C@@H](C)C1=NC(=NN1C=1SC(=CN1)C(=O)OC)C1CC1